8-(m-chlorophenyl)-5-(p-toluenesulfonyl)imidazo[1,2-a]pyrazine ClC=1C=C(C=CC1)C=1C=2N(C(=CN1)S(=O)(=O)C1=CC=C(C)C=C1)C=CN2